4-(Diethylphosphoryl)-N-(2-fluoro-4-iodophenyl)pyridin-3-amine C(C)P(=O)(CC)C1=C(C=NC=C1)NC1=C(C=C(C=C1)I)F